N-{2-chloro-3-[(3,5-dimethyl-4-oxo-3,4-dihydro-quinazolin-6-yl)oxy]-4-fluorophenyl}-3-fluoropropane-1-sulfonamide ClC1=C(C=CC(=C1OC=1C(=C2C(N(C=NC2=CC1)C)=O)C)F)NS(=O)(=O)CCCF